methyl 5-oxo-5,6-dihydro-1,6-naphthyridine-8-carboxylate O=C1C=2C=CC=NC2C(=CN1)C(=O)OC